1-methyl-3-(2-propen-1-yl)benzene CC1=CC(=CC=C1)CC=C